Naphthyridine-2-carboxaldehyde dimethyl acetal COC(C1=NC2=NC=CC=C2C=C1)OC